COC1=CC=C(CN(C2=CC=CC(=N2)C(=O)OC)CCCC2(CC2)C2CCNCC2)C=C1 methyl 6-((4-methoxybenzyl)(3-(1-(piperidin-4-yl)cyclopropyl)propyl)-amino)-picolinate